tert-butyl 7-(2-((4-cyanophenyl)(4-isopropylbenzyl)amino)ethyl)-6,8-dioxa-2-azaspiro[3.5]nonane-2-carboxylate C(#N)C1=CC=C(C=C1)N(CCC1OCC2(CN(C2)C(=O)OC(C)(C)C)CO1)CC1=CC=C(C=C1)C(C)C